BrC1=CC=C(C=C1)\C=C\COCC#C (E)-1-bromo-4-(3-(prop-2-yn-1-yloxy)prop-1-en-1-yl)benzene